NCCCCNC(CSC1=C2C(N(C(C2=CC=C1)=O)C1C(NC(CC1)=O)=O)=O)=O N-(4-Aminobutyl)-2-((2-(2,6-dioxopiperidin-3-yl)-1,3-dioxoisoindolin-4-yl)thio)acetamide